Methyl (S)-3-(2'-(allylcarbamoyl)-6'-methyl-[1,1'-biphenyl]-3-yl)-3-((tert-butoxycarbonyl)amino)propanoate C(C=C)NC(=O)C1=C(C(=CC=C1)C)C1=CC(=CC=C1)[C@H](CC(=O)OC)NC(=O)OC(C)(C)C